4-((Cyclopropyl-methyl)sulfonamido)-N-(2-(4,4-difluoropiperidin-1-yl)-6-methylpyrimidin-4-yl)-2-(6-azaspiro[2.5]octan-6-yl)benzamide C1(CC1)CS(=O)(=O)NC1=CC(=C(C(=O)NC2=NC(=NC(=C2)C)N2CCC(CC2)(F)F)C=C1)N1CCC2(CC2)CC1